1-(6-(4-(6-hydroxy-1-naphthalenyl)-3,7,7-trimethyl-7,8-dihydro-5H-pyrano[4,3-b]pyridin-2-yl)-2,6-diazaspiro[3.4]octan-2-yl)-2-propen-1-one OC=1C=C2C=CC=C(C2=CC1)C1=C2C(=NC(=C1C)N1CC3(CN(C3)C(C=C)=O)CC1)CC(OC2)(C)C